FC(CN1N=CC(=C1)NC1=NC=C2C(=N1)N(N(C2=O)CC=C)C2=NC(=CC=C2)N(C2CCN(CC2)C)C)(C)C 6-{[1-(2-fluoro-2-methylpropyl)-1H-pyrazol-4-yl]amino}-1-{6-[methyl(1-methylpiperidin-4-yl)amino]pyridin-2-yl}-2-(prop-2-en-1-yl)-1H,2H,3H-pyrazolo[3,4-d]pyrimidin-3-one